(E)-4-(3-(2-(1H-indole-2-carbonyl)hydrazino)-3-oxoprop-1-en-1-yl)-1-heptylpyridine N1C(=CC2=CC=CC=C12)C(=O)NNC(/C=C/C1=CCN(C=C1)CCCCCCC)=O